1-(1-(6-Chloro-1-(pyridin-3-yl)-1H-indazol-3-yl)ethyl)-3-(3-fluoro-4-methoxybenzeneyl)-1H-pyrazolo[3,4-d]pyrimidin-4-amine ClC1=CC=C2C(=NN(C2=C1)C=1C=NC=CC1)C(C)N1N=C(C=2C1=NC=NC2N)C2=CC(=C(C=C2)OC)F